N-((1s,4s)-4-(4-(3-cyano-4-((2-cyanophenyl)thio)pyrazolo[1,5-a]pyridin-6-yl)-1H-pyrazol-1-yl)cyclohexyl)acetamide C(#N)C=1C=NN2C1C(=CC(=C2)C=2C=NN(C2)C2CCC(CC2)NC(C)=O)SC2=C(C=CC=C2)C#N